C(C)OC1=C(C=CC=C1)NC=1C=C(C=2N(N1)C(=CN2)C(=O)N[C@H]2C(N(CC2)C)=C=O)NC (R)-6-((2-ethoxyphenyl)amino)-N-(1-methyl-2-carbonylpyrrolidin-3-yl)-8-(methylamino)imidazo[1,2-b]pyridazine-3-carboxamide